N1C(=NC=C1)C1=NC=2C(=C3C(=NC2)NC=C3)N1C1CCC(CC1)CC#N 2-((1r,4r)-4-(2-(1H-imidazol-2-yl)imidazo[4,5-d]Pyrrolo[2,3-b]Pyridin-1(6H)-yl)cyclohexyl)acetonitrile